(E)-4-amino-6-[4-(benzyloxy)-3-chlorophenylamino]pyrimidine-5-carbaldehyde O-[2-(4-morpholinyl)ethyl]oxime N1(CCOCC1)CCO\N=C\C=1C(=NC=NC1NC1=CC(=C(C=C1)OCC1=CC=CC=C1)Cl)N